N-iso-butanoyl-galactosamine C(C(C)C)(=O)N[C@H]1C(O)O[C@@H]([C@@H]([C@@H]1O)O)CO